FC(C)(F)C1=NC(=CC(=N1)NC1=CC(=NC=C1[C@@H]1OCCC1)NC(C)=O)C (R)-N-(4-((2-(1,1-difluoroethyl)-6-methylpyrimidin-4-yl)amino)-5-(tetrahydrofuran-2-yl)pyridin-2-yl)acetamide